1-(6-aminopyridin-3-yl)-6-methyl-5-(1-(piperazin-1-yl)ethyl)indolizine-7-carboxylic acid isopropyl ester C(C)(C)OC(=O)C=1C(=C(N2C=CC(=C2C1)C=1C=NC(=CC1)N)C(C)N1CCNCC1)C